COCCOCCOCCOCC(=C)C=1C=C(C=CC1)\C(=C/OCCOCCOCCOC)\C (Z)-13-(3-(2,5,8,11-tetraoxatetradec-13-en-13-yl)phenyl)-2,5,8,11-tetraoxatetradec-12-ene